(S)-2-((tert-Butoxycarbonyl)amino)-3-(5-hydroxy-1H-indol-3-yl)propanoic acid C(C)(C)(C)OC(=O)N[C@H](C(=O)O)CC1=CNC2=CC=C(C=C12)O